CC=1C=CC=2N(C1)C=C(N2)CNC(=O)C=2C=1C=NNC1C=C(C2)C2=CC=NN2 N-({6-methylimidazo[1,2-a]pyridin-2-yl}methyl)-6-(1H-pyrazol-5-yl)-1H-indazole-4-carboxamide